2-methylpropan-2-yl[(4-bromo-3-cyano-7-fluorobenzo[b]thiophen-2-yl)amino]formate CC(C)(C)OC(=O)NC1=C(C2=C(S1)C(=CC=C2Br)F)C#N